3,6-diazacarbazole C1=CN=CC=2C3=CN=CC=C3NC12